C1(CCCCC1)C[C@@H](C(=O)N[C@H](C=O)CCC(=O)N(C)CC(=O)NCC)NC(OCC1=CC(=CC=C1)Cl)=O 3-Chlorobenzyl ((S)-3-cyclohexyl-1-(((S)-5-((2-(ethylamino)-2-oxoethyl) (methyl) amino)-1,5-dioxopentan-2-yl)amino)-1-oxopropan-2-yl)carbamate